5-[3-(benzyloxy)azetidin-1-yl]-1,3-thiazole-4-carboxylic acid ethyl ester C(C)OC(=O)C=1N=CSC1N1CC(C1)OCC1=CC=CC=C1